boron dilactate C(C(O)C)(=O)[O-].C(C(O)C)(=O)[O-].[B+2]